NCCCCC(=O)N 5-aminopentanamide